FC(C(C)OC=1C(=NC=CC1C=1C=NN(C1)C(C)OCC)N)F 3-((1,1-Difluoropropan-2-yl)oxy)-4-(1-(1-ethoxyethyl)-1H-pyrazol-4-yl)pyridin-2-amine